3-bromo-6-chloro-2-methoxypyridin-4-amine BrC=1C(=NC(=CC1N)Cl)OC